C(CCCCCCCCCCC)S(=O)(=O)[O-] laurylsulphonate